C12(CC3CC(CC(C1)C3)C2)C=2C=C(C=CC2O)C=2C=C3C(=CC(=CC3=C(C2)O)C(=O)O)O 6-(3-(adamantan-1-yl)-4-hydroxyphenyl)-4,8-dihydroxy-2-naphthoic acid